FC(OC1=C(C=CC(=C1)C(F)(F)F)C=1C=2N(C(=NN1)N[C@@H]1C[C@H](CN(C1)C)O)C=CC2)F (3R,5R)-5-({1-[2-(difluoromethoxy)-4-(trifluoromethyl)phenyl]pyrrolo[1,2-d][1,2,4]triazin-4-yl}amino)-1-methylpiperidin-3-ol